C(C)(C)(C)OC(=O)N1CCC(CC1)(C)C(NC=1C=NC(=C(C1)F)C)=O 4-[N-(5-fluoro-6-methylpyridin-3-yl)carbamoyl]-4-methylpiperidine-1-carboxylic acid tert-butyl ester